tert-butyl 4-[4-[3-cyano-4-(6-fluoro-3-pyridyl)pyrazolo[1,5-a]pyrazin-6-yl]pyrazol-1-yl]piperidine-1-carboxylate C(#N)C=1C=NN2C1C(=NC(=C2)C=2C=NN(C2)C2CCN(CC2)C(=O)OC(C)(C)C)C=2C=NC(=CC2)F